N-methylperfluorosulfonamide CNS(=O)(=O)F